N1N=CC2=CC=C(C=C12)\C=C\1/OC(C2=CC(=CC(=C12)[N+](=O)[O-])F)=O (Z)-3-((1H-indazol-6-yl)methylene)-6-fluoro-4-nitroisobenzofuran-1(3H)-one